7-(Cyclohexylmethoxy)chroman-4-amine C1(CCCCC1)COC1=CC=C2C(CCOC2=C1)N